C1=CCN2C1=CN=C1C(=C2)C=CC=C1 pyrrolo[2,1-c][1,4]benzodiazepine